6-amino-3-ethyl-1-[(4-fluorophenyl)methyl]pyrimidine-2,4-dione NC1=CC(N(C(N1CC1=CC=C(C=C1)F)=O)CC)=O